N(=[N+]=[N-])[C@@H]1C[C@@H]([C@H](O[C@@H]1SC1=CC=C(C=C1)C)CN(C(OCC1=CC=CC=C1)=O)C)OCC1=CC=CC=C1 benzyl N-[[(2R,3S,5R,6R)-5-azido-3-benzyloxy-6-(p-tolylsulfanyl)tetrahydropyran-2-yl]methyl]-N-methyl-carbamate